tert-butyl 4-(2,3,4,5-tetrafluoro-6-(methylsulfinyl)benzamido)-7H-pyrrolo[2,3-d]pyrimidine-7-carboxylate FC1=C(C(=O)NC=2C3=C(N=CN2)N(C=C3)C(=O)OC(C)(C)C)C(=C(C(=C1F)F)F)S(=O)C